(5-Bromo-2-(((3S,4S)-4-methoxy-1-(2-methyl-3H-imidazolo[4,5-c]pyridin-7-carbonyl)pyrrolidin-3-yl)amino)-3-nitrophenyl)((2S,6R)-2,6-dimethylmorpholinyl)methanone BrC=1C=C(C(=C(C1)C(=O)N1C[C@@H](O[C@@H](C1)C)C)N[C@H]1CN(C[C@@H]1OC)C(=O)C=1C2=C(C=NC1)NC(=N2)C)[N+](=O)[O-]